BrC=1SC2=C(N1)C(=CC(=C2)[N+](=O)[O-])F 2-bromo-4-fluoro-6-nitro-1,3-benzothiazole